OC(C(=O)N1CC2=C(N=C(NC2=O)C2(CC2)C2=CC=CC=C2)CC1)C1=CC(=CC=C1)C=1C=NC=CC1C 6-(2-hydroxy-2-(3-(4-methylpyridin-3-yl)phenyl)acetyl)-2-(1-phenylcyclopropyl)-5,6,7,8-tetrahydropyrido[4,3-d]pyrimidin-4(3H)-one